[Zr+4].B([O-])([O-])[O-].B([O-])([O-])[O-].B([O-])([O-])[O-].B([O-])([O-])[O-].[Zr+4].[Zr+4] borate zirconium